N-[(5-methyl-1,3-thiazol-4-yl)methyl]-5-(1,3-Oxazol-2-yl)pyrazine-2-carboxamide tert-butyl-(1S,4S)-2,5-diazabicyclo[2.2.1]heptane-2-carboxylate C(C)(C)(C)OC(=O)N1[C@@H]2CN[C@H](C1)C2.CC2=C(N=CS2)CNC(=O)C2=NC=C(N=C2)C=2OC=CN2